C(C)N(C=1C=C2OC3=NC(N4C(C3=CC2=CC1)=NC1=CC=CC=C14)C1=CC(=C(C(=C1)[N+](=O)[O-])O)OC)CC 4-(9-diethylamino-5H-7-oxa-4b,6,13-triaza-indeno[2,1-a]anthracen-5-yl)-2-methoxy-6-nitro-phenol